[N-]=[N+]=[N-].[Cr+3].C(C)(C)(C)C1=C(C(C=NC2C(CCCC2)N=CC=2C(O)=C(C=C(C2)C(C)(C)C)C(C)(C)C)=CC(=C1)C(C)(C)C)O.[N-]=[N+]=[N-].[N-]=[N+]=[N-] dl-N,N'-bis(3,5-di-tert-butylsalicylidene)-1,2-cyclohexanediamine chromium(III) azide